7-bromo-3-methyl-8-(1-(methyl-d3)-1H-indazol-5-yl)-6-(phenylsulfonyl)-1-(tetrahydro-2H-pyran-4-yl)-3,6-dihydroimidazo[4,5-d]pyrrolo[2,3-b]pyridin-2(1H)-one BrC1=C(C=2C(=NC=C3C2N(C(N3C)=O)C3CCOCC3)N1S(=O)(=O)C1=CC=CC=C1)C=1C=C3C=NN(C3=CC1)C([2H])([2H])[2H]